CC1=CC=C(C=C1)S(=O)(=O)OCCC(CCC=C(C)C)C 3,7-dimethyloct-6-en-1-yl 4-methylbenzenesulfonate